sodium 3-(3-(tert-butylthio)-1-(4-(6-ethoxypyridin-3-yl)benzyl)-5-((5-ethylpyridin-2-yl)methoxy)-1H-indol-2-yl)-2,2-dimethylpropanoate C(C)(C)(C)SC1=C(N(C2=CC=C(C=C12)OCC1=NC=C(C=C1)CC)CC1=CC=C(C=C1)C=1C=NC(=CC1)OCC)CC(C(=O)[O-])(C)C.[Na+]